ClC=1C=C2C(=C3C1NC(NC31CCCCC1)=O)OC(=N2)CN2CC(CC2)(F)F 5-chloro-2-[(3,3-difluoropyrrolidin-1-yl)methyl]-7,8-dihydro-6H-spiro[[1,3]oxazolo[5,4-f]quinazoline-9,1'-cyclohexane]-7-one